S(=O)(=O)(C1=CC=C(C)C=C1)[N@@]1C(C1)C(F)(F)F (S)-1-Tosyl-2-(trifluoromethyl)aziridine